6-Chloro-N2,N4-diethyl-1,3,5-triazine-2,4-diamine ClC1=NC(=NC(=N1)NCC)NCC